(R)-2-(p-nitrophenyl)-2H-pyran [N+](=O)([O-])C1=CC=C(C=C1)[C@@H]1OC=CC=C1